2-bromo-9,9-dimethyl-6-phenyl-9H-fluorene BrC1=CC=2C(C3=CC=C(C=C3C2C=C1)C1=CC=CC=C1)(C)C